O1CCOC12CCC(CC2)SCC2=NC1=C(C=CC(=C1C(N2)=O)F)C 2-((1,4-dioxaspiro[4.5]decan-8-ylthio)methyl)-5-fluoro-8-methylquinazolin-4(3H)-one